6,8-dimethoxy-9-(3-methylbenzyl)-9H-purine COC1=C2N=C(N(C2=NC=N1)CC1=CC(=CC=C1)C)OC